OC1(COC1)[C@H]1C[C@H](NC1=O)COC1=NC=CC2=CC(=C(C=C12)OC(C)C)C(=O)N 1-{[(2S,4R)-4-(3-hydroxyoxetan-3-yl)-5-oxopyrrolidin-2-yl]methoxy}-7-(propan-2-yloxy)isoquinoline-6-carboxamide